5-((1S,2R)-1-(6-chloro-4-methyl-1,1-dioxido-5-(piperidin-1-ylmethyl)-3,4-dihydro-2H-benzo[e][1,2,4]thiadiazin-2-yl)-2-(6-fluoro-2,3-dimethylphenyl)propyl)-1,3,4-oxadiazol-2(3H)-one ClC=1C=CC2=C(N(CN(S2(=O)=O)[C@@H]([C@H](C)C2=C(C(=CC=C2F)C)C)C2=NNC(O2)=O)C)C1CN1CCCCC1